(Z)-7a-Methyl-5-oxo-3a,4,5,7a-tetrahydrobenzofuran CC12C(C=CO1)CC(C=C2)=O